FC=1C(=C(C=O)C=C(C1)C=1OC(=NN1)C1=CC=CC=C1)O 3-fluoro-2-hydroxy-5-(5-phenyl-1,3,4-oxadiazol-2-yl)benzaldehyde